BrC=1C=NC(=NC1)N1N=CN=C1[C@H](C)NC1=NC=NC2=C(C=C(C=C12)Cl)C(F)(F)F N-[(1S)-1-[2-(5-bromopyrimidin-2-yl)-1,2,4-triazol-3-yl]ethyl]-6-chloro-8-(trifluoromethyl)quinazolin-4-amine